dimethyl-N-ethylammonioethyl-vinylpyrrolidone chloride [Cl-].CC1C(C(N(C1)CC[NH2+]CC)=O)(C=C)C